N-(4-(1-(2-cyanobenzyl)-1H-imidazol-2-yl)phenyl)quinoline-8-sulfonamide C(#N)C1=C(CN2C(=NC=C2)C2=CC=C(C=C2)NS(=O)(=O)C=2C=CC=C3C=CC=NC23)C=CC=C1